Indole-6-nitrile N1C=CC2=CC=C(C=C12)C#N